4-(1-(difluoromethyl)-3-(2,6-dimethylphenoxy)-2-oxo-1,2-dihydropyridin-4-yl)-6-methyl-1,6-dihydro-7H-pyrrolo[2,3-c]pyridin-7-one FC(N1C(C(=C(C=C1)C=1C2=C(C(N(C1)C)=O)NC=C2)OC2=C(C=CC=C2C)C)=O)F